C(CCCCCCCCCCCCC)(=O)NCC(=O)O N-myristoyl-glycine